FC1=C(C=CC=C1)[C@@H]1[C@H](OC2(O1)CCCCC2)CO ((2R,3R)-3-(2-fluorophenyl)-1,4-dioxaspiro[4.5]dec-2-yl)methanol